ClC1=C(C=C(C=C1)C1CCN(CC1)C1=C(C=C(C=C1)[N+](=O)[O-])F)OC 4-(4-Chloro-3-methoxyphenyl)-1-(2-fluoro-4-nitrophenyl)piperidine